glycerin behenate (glyceryl-behenate) C(C(O)CO)C(C(=O)O)CCCCCCCCCCCCCCCCCCCC.C(CCCCCCCCCCCCCCCCCCCCC)(=O)O.OCC(O)CO